methyl (S)-2-(2,6-difluoro-4-(((R)-1,1,1-trifluorobutan-2-yl)amino) benzamido)-3-(8-(4,4,5,5-tetramethyl-1,3,2-dioxaborolan-2-yl)chroman-5-yl)propanoate FC1=C(C(=O)N[C@H](C(=O)OC)CC2=C3CCCOC3=C(C=C2)B2OC(C(O2)(C)C)(C)C)C(=CC(=C1)N[C@@H](C(F)(F)F)CC)F